C(C)(C)(C)P[SH-]B([O-])[O-] t-butylphosphinothioborate